5-(4-(3-(8-fluoro-5-methyl-1-oxo-1,2-dihydroisoquinolin-3-yl)propyl)piperazin-1-yl)pyridinecarbonitrile FC=1C=CC(=C2C=C(NC(C12)=O)CCCN1CCN(CC1)C=1C=CC(=NC1)C#N)C